O-methylhistidine COC([C@@H](N)CC1=CNC=N1)=O